5-(4-chloro-2-fluorophenyl)-2,3-dimethyl-7-((2s,5r)-5-methyl-2-(1-methyl-1H-pyrazol-4-yl)-4-morpholinyl)pyrido[4,3-d]pyrimidin-4(3H)-one ClC1=CC(=C(C=C1)C1=NC(=CC=2N=C(N(C(C21)=O)C)C)N2C[C@@H](OC[C@H]2C)C=2C=NN(C2)C)F